C1(CC1)C1=NN(C=N1)C1CC2(CN(C2)C(=O)N2CC3(C2)CC(C3)CC=3C=NN2C3N=C(C=C2)C(F)(F)F)C1 [6-(3-cyclopropyl-1,2,4-triazol-1-yl)-2-azaspiro[3.3]heptan-2-yl]-[6-[[5-(trifluoromethyl)pyrazolo[1,5-a]pyrimidin-3-yl]methyl]-2-azaspiro[3.3]heptan-2-yl]methanone